C(C#C)N1CCN(CC1)CCCOC=1C=C2C=CN(C2=CC1)S(=O)(=O)C=1C=C(C(=O)O)C=CC1 3-((5-(3-(4-(Prop-2-yn-1-yl)piperazin-1-yl)propoxy)-1H-indol-1-yl)sulfonyl)benzoic acid